O=C(C)NCCNC(COCCOCCNC(COCCOCCNC(CCCNC(CCCCCCCCCCCCCCC(=O)O)=O)=O)=O)=O.ClC=1C(=CC(=C(N)C1)F)C=1C=NC(=CC1)N1CCOCC1 5-chloro-2-fluoro-4-(6-morpholinopyridin-3-yl)aniline 2,7,16,25,30-pentaoxo-9,12,18,21-tetraoxa-3,6,15,24,29-pentaazapentatetracontan-45-oate